ClC=1C=C(C=CC1OC1=NC=NC2=CC(=C3C(=C12)OCCO3)OC)NC(=O)NC3=CC(=NC=C3)OC 1-(3-chloro-4-((5-methoxy-2,3-dihydro-[1,4]dioxino[2,3-f]quinazolin-10-yl)oxy)phenyl)-3-(2-methoxypyridin-4-yl)urea